7'-{7,9-difluoro-1,4,4-trimethyl-4H,5H-[1,2,4]triazolo[4,3-a]quinoxalin-8-yl}-5'-fluoro-1',2'-dihydrospiro[cyclopropane-1,3'-indole]-2'-one FC=1C=C2NC(C=3N(C2=C(C1C=1C=C(C=C2C4(C(NC12)=O)CC4)F)F)C(=NN3)C)(C)C